3-(5-((4-((4'-chloro-[1,1'-biphenyl]-2-yl)methyl)-1,4-diazepan-1-yl)methyl)-1-oxoisoindolin-2-yl)piperidine-2,6-dione ClC1=CC=C(C=C1)C1=C(C=CC=C1)CN1CCN(CCC1)CC=1C=C2CN(C(C2=CC1)=O)C1C(NC(CC1)=O)=O